1-Azabicyclo[3.2.2]nonan-4-yl (2-(3'-(2-methoxyethoxy)-[1,1'-biphenyl]-4-yl)propan-2-yl)carbamate COCCOC=1C=C(C=CC1)C1=CC=C(C=C1)C(C)(C)NC(OC1CCN2CCC1CC2)=O